N1C(CCC1)=O pyrroline-2(3H)-one